2-methylthio-N6-methyl-N6-threonyl-carbamoyl-adenosine CSC=1N=C(C=2N=CN([C@]3([C@H](O)[C@H](O)[C@@H](CO)O3)C(N)=O)C2N1)N(C([C@@H](N)[C@H](O)C)=O)C